ClC=1C=C(C2=C(N1)N(C=C2C)C2COC2)C=O 6-chloro-3-methyl-1-(oxetan-3-yl)-1H-pyrrolo[2,3-b]pyridine-4-carbaldehyde